8-methoxy-3-(1-(2,2,3,3,3-pentafluoropropyl)-1H-pyrazol-4-yl)-2-(trifluoromethyl)-4H-pyrimido[1,2-a]pyrimidin-4-one COC1=NC=2N(C(C(=C(N2)C(F)(F)F)C=2C=NN(C2)CC(C(F)(F)F)(F)F)=O)C=C1